(s)-4-{bis[2-({2-[(α-D-mannopyranosyl)oxy]ethyl}amino)-2-oxoethyl]amino}-5-({2-[(α-D-mannopyranosyl)oxy]ethyl}amino)-5-oxopentanoic acid [C@H]1([C@@H](O)[C@@H](O)[C@H](O)[C@H](O1)CO)OCCNC(CN([C@@H](CCC(=O)O)C(=O)NCCO[C@@H]1[C@@H](O)[C@@H](O)[C@H](O)[C@H](O1)CO)CC(NCCO[C@@H]1[C@@H](O)[C@@H](O)[C@H](O)[C@H](O1)CO)=O)=O